ClC1=CC=C(C=C1)NC(=O)NC(C)C1=CC=CC2=CC=CC=C12 1-(4-chlorophenyl)-3-(1-(naphthalen-1-yl)ethyl)urea